(E)-1H-pyrimidine N1CN=CC=C1